(4-hydroxy-3,5-dimethyl-phenyl)acetamide OC1=C(C=C(C=C1C)CC(=O)N)C